ClC1=CC=C(S1)CNC1=CC(=NN1C(C(C)(C)C)=O)C1CCN(CC1)CC1=NC(=CC=C1)C(F)(F)F 1-(5-[(5-chlorothiophen-2-yl)methyl]amino-3-(1-[6-(trifluoromethyl)pyridin-2-yl]methylpiperidin-4-yl)-1H-pyrazol-1-yl)-2,2-dimethylpropan-1-one